N-([1,1'-biphenyl]-2-yl)spiro[cyclopentane-1,9'-fluorene]-2'-amine C1(=C(C=CC=C1)NC1=CC=2C3(C4=CC=CC=C4C2C=C1)CCCC3)C3=CC=CC=C3